2-(4-Chloropyridin-2-yl)-2-cyclobutylacetonitrile ClC1=CC(=NC=C1)C(C#N)C1CCC1